8-(4-(hydroxymethyl)phenyl)-2-(trifluoromethyl)chromeno[7,8-d]imidazol-6(3H)-one OCC1=CC=C(C=C1)C=1OC2=C(C(C1)=O)C=CC=1NC(=NC12)C(F)(F)F